ClC=1C=C(C=CC1Cl)C(CN1C(N(C2=C1C=CC=C2)CC=2N=NN(C2)CC2=C(C=CC=C2)C)=N)O 1-(3,4-dichlorophenyl)-2-(2-imino-3-((1-(2-methylbenzyl)-1H-1,2,3-triazol-4-yl)methyl)-2,3-dihydro-1H-benzo[d]imidazol-1-yl)ethan-1-ol